ClC1=C(C=C(OCC(=O)O)C=C1)N1C(NC(CC1)=O)=O 2-(4-chloro-3-(2,4-dioxotetrahydropyrimidin-1(2H)-yl)phenoxy)acetic acid